rac-(1S*,2S*)-N-(6-(((6-cyclopropyl-8-(3-methyl-2,4-dioxoimidazolidin-1-yl)imidazo[1,2-a]pyridin-2-yl)methyl)amino)pyrimidin-4-yl)-2-(6-methylpyrazin-2-yl)cyclopropane-1-carboxamide C1(CC1)C=1C=C(C=2N(C1)C=C(N2)CNC2=CC(=NC=N2)NC(=O)[C@@H]2[C@H](C2)C2=NC(=CN=C2)C)N2C(N(C(C2)=O)C)=O |r|